((1R)-5-(5-(1-methoxyethyl)-1,2,4-oxadiazol-3-yl)-2,3-dihydro-1H-inden-1-yl)-1-methyl-1H-pyrazole-4-carboxamide COC(C)C1=NC(=NO1)C=1C=C2CC[C@H](C2=CC1)C1=NN(C=C1C(=O)N)C